N-(2-(2-aminoethoxy)ethyl)-4-((3-(2,3-difluoro-4-methoxyphenyl)imidazo[1,2-a]pyrazin-8-yl)amino)-2-methylbenzenesulfonamide hydrochloride Cl.NCCOCCNS(=O)(=O)C1=C(C=C(C=C1)NC=1C=2N(C=CN1)C(=CN2)C2=C(C(=C(C=C2)OC)F)F)C